methyl 2-oxo-2-((1-(pyridin-3-yl)ethyl)((5-(trifluoromethyl)pyridin-2-yl)methyl)amino)acetate O=C(C(=O)OC)N(CC1=NC=C(C=C1)C(F)(F)F)C(C)C=1C=NC=CC1